amylsulfide C(CCCC)SCCCCC